O.C(=O)(OC(C)(C)C)N[C@@H](CC(C)C)C(=O)O N-Boc-leucine monohydrate